4-(5-Chloro-2-isopropylaminopyridin-4-yl)-1H-pyrrole-2-carboxylic acid [1-(3-chlorophenyl)-2-hydroxyethyl]amide monoHCl Cl.ClC=1C=C(C=CC1)C(CO)NC(=O)C=1NC=C(C1)C1=CC(=NC=C1Cl)NC(C)C